C(C)(C)(C)OC(=O)N1CCC(CC1)=CB1OC(C(O1)(C)C)(C)C 4-[(4,4,5,5-tetramethyl-1,3,2-dioxaborolan-2-yl)methylene]Piperidine-1-carboxylic acid tert-butyl ester